4-([1,1'-biphenyl]-4-yl-(4-(pyridine-4-yl)phenyl)amino)benzaldehyde C1(=CC=C(C=C1)N(C1=CC=C(C=O)C=C1)C1=CC=C(C=C1)C1=CC=NC=C1)C1=CC=CC=C1